CC1(CN(CCN1)C1=NC=CC(=C1)OC1=CC(=C(C=C1)NC1=NC=NC2=CC(=C(C=C12)NC1CCN(CC1)C(C=C)=O)OC)F)C 1-(4-((4-((4-((2-(3,3-dimethylpiperazin-1-yl)pyridin-4-yl)oxy)-2-fluorophenyl)amino)-7-methoxyquinazolin-6-yl)amino)piperidin-1-yl)prop-2-en-1-one